3-bromo-6-chloro-7-fluoro-1-methyl-1H-pyrazolo[4,3-c]pyridine BrC1=NN(C2=C1C=NC(=C2F)Cl)C